4-Bromo-1-cyclopropyl-7-fluoro-5-methylindolin-2-one BrC1=C2CC(N(C2=C(C=C1C)F)C1CC1)=O